CNC(=O)C=1SC(=NN1)CCCCN1N=NC(=C1)C(NCC1=NC=CC(=C1)C(F)(F)F)=O N-methyl-5-(4-(4-(((4-(trifluoromethyl)pyridin-2-yl)methyl)carbamoyl)-1H-1,2,3-triazol-1-yl)butyl)-1,3,4-thiadiazole-2-carboxamide